4,4,5,5-tetramethyl-2-(2-oxaspiro[4.5]dec-7-en-8-yl)-1,3,2-dioxaborolane CC1(OB(OC1(C)C)C1=CCC2(CCOC2)CC1)C